FC=1C(=NC=CC1CC=1C=NC=C(C1C)NC1=C(C=C(C=C1)C)F)NS(=O)(=O)N 3-fluoro-4-[[5-(2-fluoro-4-methyl-anilino)-4-methyl-3-pyridinyl]methyl]-2-(aminosulfonylamino)pyridine